O[C@@]1(C(OC2=CC=CC=C2[C@H]1NC(=O)C=1C=C2[C@@H](CCOC2=CC1)N1C(NC(CC1=O)(C)C)=N)(C)C)C (4R)-N-[(3S,4R)-3-hydroxy-2,2,3-trimethyl-chroman-4-yl]-4-(2-imino-4,4-dimethyl-6-oxo-hexahydropyrimidin-1-yl)chromane-6-carboxamide